2-(1-adamantyl)aminoethane-1-sulfonic acid C12(CC3CC(CC(C1)C3)C2)NCCS(=O)(=O)O